racemic-methyl 4-((1S*,2R*,5R*)-2-hydroxy-5-methoxycyclohexyl)benzoate O[C@H]1[C@@H](C[C@@H](CC1)OC)C1=CC=C(C(=O)OC)C=C1 |r|